C(C)(C)C=1C=C(C=CC1OC1=C2C(=NC=C1)NN=C2)N2C(N(CC2=O)C=2C=NC=C(C2)C(F)(F)F)=O 3-[3-isopropyl-4-(1H-pyrazolo[3,4-b]pyridin-4-yloxy)phenyl]-1-[5-(trifluoromethyl)-3-pyridinyl]-2,4-imidazolidinedione